2-(chloromethyl)-4-methoxy-3,5-dimethyl-pyridine ClCC1=NC=C(C(=C1C)OC)C